6-((2-((3r,4r)-3-amino-4-fluoropiperidin-1-yl)-5-fluoro-6-(trifluoromethyl)-1H-benzo[d]imidazol-1-yl)methyl)nicotinonitrile N[C@@H]1CN(CC[C@H]1F)C1=NC2=C(N1CC1=NC=C(C#N)C=C1)C=C(C(=C2)F)C(F)(F)F